2-(((S)-3-methylpiperidin-1-yl)methyl)-1-((2-(trimethylsilyl)ethoxy)methyl)-1,6-dihydro-7H-pyrrolo[2,3-c]pyridin-7-one C[C@@H]1CN(CCC1)CC1=CC2=C(C(NC=C2)=O)N1COCC[Si](C)(C)C